C(C)(C)OC(C(=O)C1=CC=CC=C1)(C)C1=CC=C(C=C1)N(C)C 2-isopropyloxy-2-(4-dimethylaminophenyl)propiophenone